5-{[9-chloro-7-(5-fluoroindol-1-yl)-3-methyl-3,5-dihydro-2H-1,4-benzoxazepin-4-yl]methyl}pyrimidin-2-amine ClC1=CC(=CC=2CN(C(COC21)C)CC=2C=NC(=NC2)N)N2C=CC1=CC(=CC=C21)F